((7R)-7-amino-2-azabicyclo[2.2.1]hept-2-yl)(2-(1-(cyclopropylmethyl)-6-(2-methoxypyridin-4-yl)-1H-indol-2-yl)-4-methoxy-3-methylbenzo[b]thiophen-6-yl)methanone N[C@H]1C2N(CC1CC2)C(=O)C=2C=C(C1=C(SC(=C1C)C=1N(C3=CC(=CC=C3C1)C1=CC(=NC=C1)OC)CC1CC1)C2)OC